N1=C(C=CC=C1)C(=O)OCO[Si](C)(C)C(C)(C)C ((tert-butyldimethylsilyloxy) methyl) picolinate